methyl 3-(bis(4-methoxybenzyl)amino)-6-methylthieno[2,3-b]pyrazine-2-carboxylate COC1=CC=C(CN(C2=C(N=C3C(=N2)SC(=C3)C)C(=O)OC)CC3=CC=C(C=C3)OC)C=C1